7-isothiocyanato-2-phenyl-3-(3,3,3-trifluoro-1-phenylpropyl)-1H-indole N(=C=S)C=1C=CC=C2C(=C(NC12)C1=CC=CC=C1)C(CC(F)(F)F)C1=CC=CC=C1